2-{[(2R,7aS)-2-fluoro-hexahydropyrrolizin-7a-yl]methoxy}-7-{8-[3-(azepan-3-yloxy)propyl]-7-fluoro-3-[(triisopropylsilyl)oxy]naphthalen-1-yl}-8-fluoropyrido[4,3-d]pyrimidin-4-ol F[C@@H]1C[C@@]2(CCCN2C1)COC=1N=C(C2=C(N1)C(=C(N=C2)C2=CC(=CC1=CC=C(C(=C21)CCCOC2CNCCCC2)F)O[Si](C(C)C)(C(C)C)C(C)C)F)O